BrC=1C=CC(=C(C1)CC1=CC(=C(C=C1)O)F)Cl 4-[(5-bromo-2-chloro-phenyl)methyl]-2-fluorophenol